2-trans-1-amino-2-[[2-[2-oxo-3-(3-oxo-4H-pyrido[3,2-b][1,4]oxazin-6-yl)-1,3-oxazolidin-5-yl]ethylamino]methyl]-2,3-dihydro-1H-indene-4-carbonitrile NC1C(CC=2C(=CC=CC12)C#N)CNCCC1CN(C(O1)=O)C=1C=CC=2OCC(NC2N1)=O